4-(4-cyanophenyl)-6-nitroisoindoline-2-carboxylic acid tert-butyl ester C(C)(C)(C)OC(=O)N1CC2=CC(=CC(=C2C1)C1=CC=C(C=C1)C#N)[N+](=O)[O-]